C1(CCC1)OC1=CC=CC(=N1)C=1C=C2CCC(SC2=CC1)CCC(=O)O 3-[6-[6-(cyclobutoxy)-2-pyridinyl]thiochroman-2-yl]propanoic acid